C(C)N1C(CCCC1)=O N-ethyl-piperidone